[1-[(1S)-3-methoxy-1-[(1R,2R)-2-[(2,2,6,7-tetramethylchroman-4-yl)carbamoyl]cyclopropyl]propyl]-4,4-dimethyl-6-oxo-hexahydropyrimidin-2-ylidene]ammonium COCC[C@@H]([C@H]1[C@@H](C1)C(NC1CC(OC2=CC(=C(C=C12)C)C)(C)C)=O)N1C(NC(CC1=O)(C)C)=[NH2+]